COC(=O)C1COCC1O[Si](C)(C)C(C)(C)C 4-((tert-butyldimethylsilyl)oxy)tetrahydrofuran-3-carboxylic acid methyl ester